C(C=C)(=O)N1CCN(CC1)C1=NC(=NC2=CC(=C(C=C12)C#N)Cl)OCC1N(CCC1)C 4-(4-acryloylpiperazin-1-yl)-7-chloro-2-((1-methylpyrrolidin-2-yl)methoxy)quinazoline-6-carbonitrile